N-(3-methoxybenzyl)-3-(2-(2-morpholinoethoxy)ethoxy)-N-(3-(pyrrolidin-1-yl)benzyl)aniline COC=1C=C(CN(C2=CC(=CC=C2)OCCOCCN2CCOCC2)CC2=CC(=CC=C2)N2CCCC2)C=CC1